C(=O)O.NCC=1NC(=NN1)C1=C(C=CC(=N1)C=1C(=NC=CC1)OCC)N1[C@@H](CN(CC1)C(=O)C1=C(C=C(C=C1)F)Cl)CC (R)-(4-(6-(5-(aminomethyl)-4H-1,2,4-triazol-3-yl)-2'-ethoxy-[2,3'-bipyridin]-5-yl)-3-ethylpiperazin-1-yl)(2-chloro-4-fluorophenyl)methanone formate